FC=1C=CC(=NC1)CN1CCN(C2=CC=CC=C12)C(=O)NCC1CCNCC1 4-((5-fluoropyridin-2-yl)methyl)-N-(piperidin-4-ylmethyl)-3,4-dihydroquinoxaline-1(2H)-carboxamide